(2S,3R,5R)-3-((E)-(2-(2-chloro-3,4-dihydroxybenzoyl)hydrazono)methyl)-3-methyl-7-oxo-4-thia-1-azabicyclo[3.2.0]heptane-2-carboxylic acid 4,4-dioxide ClC1=C(C(=O)N\N=C\[C@]2([C@@H](N3C(C[C@H]3S2(=O)=O)=O)C(=O)O)C)C=CC(=C1O)O